COC1=C(CC(N[N+](=O)[O-])C)C=C(C=C1)OC 2,5-dimethoxynitroamphetamine